CC1=CC(=NC=C1)C(=O)N/N=C(\C)/C1=CC2=CC=CC=C2C=C1 (E)-4-methyl-N'-(1-(naphthalen-2-yl)ethylidene)picolinohydrazide